1,2,3,6-tetrahydro-4-methylphthalic anhydride CC=1CC2C(C(=O)OC2=O)CC1